2-[(2R,4S)-4-[(2-{3-[2-(2,6-Difluorophenyl)propan-2-yl]-1,2,4-oxadiazol-5-yl}-6-[(1S)-1-[(2S,4R)-4-fluoro-1-methylpyrrolidin-2-yl]ethoxy]pyrimidin-4-yl)oxy]piperidin-2-yl]acetonitrile FC1=C(C(=CC=C1)F)C(C)(C)C1=NOC(=N1)C1=NC(=CC(=N1)O[C@@H]1C[C@H](NCC1)CC#N)O[C@@H](C)[C@H]1N(C[C@@H](C1)F)C